bis(tolyl)-N,N'-bis(vinylphenyl)-1,1'-biphenyl-4,4'-diamine C1(=C(C=CC=C1)C=1C(=C(C=CC1NC1=C(C=CC=C1)C=C)C1=CC=C(C=C1)NC1=C(C=CC=C1)C=C)C1=C(C=CC=C1)C)C